CNC=1C=NC=C(C(=O)N2C(CCC2)C(=O)N)C1 1-(5-(methylamino)nicotinoyl)pyrrolidine-2-formamide